BrC=1C(=CC(=C(OCCCC(=O)O)C1)C=1OC2=C(C=CC=C2C(C1)=O)Cl)C 4-[5-bromo-2-(8-chloro-4-oxo-chromen-2-yl)-4-methyl-phenoxy]butanoic acid